C(C)(=O)N1[C@@H](CN(CC1)C(C=C)=O)C1=CC(=NC(=C1)Cl)C1=CC(=NC=C1)C=1NC=CN1 (R)-1-(4-acetyl-3-(6-chloro-2'-(1H-imidazol-2-yl)-[2,4'-bipyridin]-4-yl)piperazin-1-yl)prop-2-en-1-one